1-Dodecyl-3-propylpyridinium methansulfonat CS(=O)(=O)[O-].C(CCCCCCCCCCC)[N+]1=CC(=CC=C1)CCC